ClC1=C(C=NN1C1CC1)NC1=NC2=CC(=C(C=C2C=N1)C)C1CCC(CC1)(O)C trans-4-{2-[(5-chloro-1-cyclopropyl-1H-pyrazol-4-yl)amino]-6-methylquinazolin-7-yl}-1-methylcyclohexan-1-ol